7-(2-chloro-5-fluoropyrimidin-4-yl)-N,N-diethylquinoxalin-2-amine ClC1=NC=C(C(=N1)C1=CC=C2N=CC(=NC2=C1)N(CC)CC)F